N1(CCC1)C1CCN(CC1)C1=C(C=C(C=C1)NC=1N=C(C2=C(N1)SC=C2C)NC2=CC=CC(=N2)C(C)(C)O)OC(C)C 2-(6-((2-((4-(4-(azetidin-1-yl)piperidin-1-yl)-3-isopropoxyphenyl)amino)-5-methylthieno[2,3-d]pyrimidin-4-yl)amino)pyridin-2-yl)propan-2-ol